(4-(1-(4-(diphenylamino)phenyl)cyclohexyl)phenyl)diphenyl-Phosphine C1(=CC=CC=C1)N(C1=CC=C(C=C1)C1(CCCCC1)C1=CC=C(C=C1)P(C1=CC=CC=C1)C1=CC=CC=C1)C1=CC=CC=C1